C(#N)C1=C(C=CC(=C1)C(F)(F)F)N1CCC(CC1)(C(=O)NC[C@H]1N(CC1)C)C=1C=NC(=CC1)C1=C(C=CC=C1)OC 1-[2-cyano-4-(trifluoromethyl)phenyl]-4-[6-(2-methoxyphenyl)pyridin-3-yl]-N-{[(2S)-1-methylazetidin-2-yl]methyl}piperidine-4-carboxamide